methyl di-(2-octyl) phosphate P(=O)(OC)(OC(C)CCCCCC)OC(C)CCCCCC